5-(2-(cyclobutylmethyl)oxazol-5-yl)-6-(quinolin-7-yl)picolinonitrile C1(CCC1)CC=1OC(=CN1)C=1C=CC(=NC1C1=CC=C2C=CC=NC2=C1)C#N